4-[5-(2-amino-1,1-difluoroethyl)pyridin-2-yl]-3-[2-methyl-5-(oxan-4-yl)pyrazol-3-yl]oxybenzonitrile NCC(F)(F)C=1C=CC(=NC1)C1=C(C=C(C#N)C=C1)OC=1N(N=C(C1)C1CCOCC1)C